CC1(C(C(COC1)O)NC)O 5-methyl-4-(methylamino)oxane-3,5-diol